C(CC)OC(=O)C1=NC2=C(C(=CC(=C2C(=C1)C(=O)OCCC)NC(C)=O)OCC)OCC 5-acetamido-7,8-diethoxyquinoline-2,4-dicarboxylic acid dipropyl ester